7-cyclopropyl-N-(4-methyl-5-(trifluoromethyl)pyrimidin-2-yl)-1,2,3,4-tetrahydroisoquinolin-6-amine C1(CC1)C1=C(C=C2CCNCC2=C1)NC1=NC=C(C(=N1)C)C(F)(F)F